C(C1=CC(O)=C(O)C(O)=C1)(=O)[C@@]([C@]([C@@]([C@](C(=O)C(C1=CC(O)=C(O)C(O)=C1)=O)(O)C(C1=CC(O)=C(O)C(O)=C1)=O)(O)C(C1=CC(O)=C(O)C(O)=C1)=O)(O)C(C1=CC(O)=C(O)C(O)=C1)=O)(O)CO penta-galloyl-glucose